1-(2-bromo-4-nitrophenyl)-N1,N2,N2-trimethylethane-1,2-diamine BrC1=C(C=CC(=C1)[N+](=O)[O-])C(CN(C)C)NC